Selenophene-13C [Se]1[13CH]=CC=C1